C(C)(=O)C=1C=CC(=C(C1)NC(C1=C(C=CC=C1)I)=O)OC(C)C N-(5-acetyl-2-isopropoxyphenyl)-2-iodobenzamide